(2R,3R,4R,5S)-1-{2-[4-(2-{[3-(5-butyl-1,2,4-oxadiazol-3-yl)-5-methoxyphenyl]amino}ethyl)phenyl]ethyl}-2-(hydroxymethyl)piperidine-3,4,5-triol C(CCC)C1=NC(=NO1)C=1C=C(C=C(C1)OC)NCCC1=CC=C(C=C1)CCN1[C@@H]([C@H]([C@@H]([C@H](C1)O)O)O)CO